3-((cis)-4-(tert-Butoxycarbonyl)-6,6-difluorohexahydropyrrolo[3,2-b]pyrrol-1(2H)-yl)-1-methylcyclobutanecarboxylic acid C(C)(C)(C)OC(=O)N1CC([C@@H]2N(CC[C@@H]21)C2CC(C2)(C(=O)O)C)(F)F